FC1=C(C(=C(C=C1F)F)F)OC(=O)C12CC(C1)C2 bicyclo[1.1.1]pentane-1-carboxylic acid 2,3,5,6-tetrafluorophenyl ester